CC1=C(C(=C(C(=C1CC1=CC(=C(C(=C1)C)O)C(C)(C)C)C)CC1=CC(=C(C(=C1)C)O)C(C)(C)C)C)CC1=CC(=C(C(=C1)C)O)C(C)(C)C 1,3,5-trimethyl-2,4,6-tris(3-tert-butyl-4-hydroxy-5-methylbenzyl)benzene